2,2',2''-nitrilotriacetic acid N(CC(=O)O)(CC(=O)O)CC(=O)O